BrC1=C(C=C(C=C1C(C)(C)C)O)C(C)(C)C 4-bromo-3,5-di-tert-butylphenol